FC1(CC2=C(SC=3C(N[C@H](CN(C1)C32)C)=O)C=3C=NNC3)F (10S)-6,6-difluoro-10-methyl-3-(1H-pyrazol-4-yl)-2-thia-8,11-diazatricyclo[6.4.1.04,13]trideca-1(13),3-dien-12-one